C1(=CC=CC=C1)N(CCOC1=CC=C(C=C1)CCCC(=O)O)C1=NC=CC=C1 4-(4-{2-[phenyl-(pyridin-2-yl)amino]ethoxy}phenyl)butanoic acid